Tert-butyl 4-(6-(6-((tertbutoxycarbonyl)(methyl)amino)-5-nitropyridin-3-yl)quinazolin-4-yl)piperazine-1-carboxylate C(C)(C)(C)OC(=O)N(C1=C(C=C(C=N1)C=1C=C2C(=NC=NC2=CC1)N1CCN(CC1)C(=O)OC(C)(C)C)[N+](=O)[O-])C